NCCC=1C2=CN(N=C2C=C(C1NC=1N(C(N(C(N1)=O)C=1C=CC=C2C=CC=C(C12)CCC(=O)O)=O)CC1=CC(=C(C=C1)F)C#N)Cl)C 3-(8-(4-((4-(2-aminoethyl)-6-chloro-2-methyl-2H-indazol-5-yl)amino)-3-(3-cyano-4-fluorobenzyl)-2,6-dioxo-3,6-dihydro-1,3,5-triazin-1(2H)-yl)naphthalen-1-yl)propanoic acid